BrC1=CC=2N(C=C1)C(=C(N2)C)C 7-Bromo-2-methylmethyl-imidazo[1,2-a]pyridine